The molecule is an acylcholine obtained by formal condensation of the carboxy group of arachidonic acid with the hydroxy group of choline. It has a role as a cholinergic agonist. It derives from an arachidonic acid. CCCCC/C=C\\C/C=C\\C/C=C\\C/C=C\\CCCC(=O)OCC[N+](C)(C)C